FCCCN1CCCC1 (3S)-1-(3-fluoropropyl)pyrrolidin